5'-bromospiro[cyclopropane-1,3'-indolin]-2'-one BrC=1C=C2C3(C(NC2=CC1)=O)CC3